2-(4-(2-(2,6-dimethylpyridin-4-yl)-3-isopropyl-1H-indol-5-yl)piperidin-1-yl)-N-isopropyl-N-methylacetamide CC1=NC(=CC(=C1)C=1NC2=CC=C(C=C2C1C(C)C)C1CCN(CC1)CC(=O)N(C)C(C)C)C